CCCCCCCCCCCCCCCCCC(=O)OC[C@H](COP(=O)([O-])OCC[N+](C)(C)C)OC(=O)CCCCCCC/C=C\CCCCC 1-octadecanoyl-2-(9Z-pentadecenoyl)-glycero-3-phosphocholine